C(N)(=O)C1CCC(CC1)N1C2=NC(=NC=C2N=C1NC1=C(C=C(C=C1F)F)F)N[C@H]1CN(CCC1)C(=O)OC(C)(C)C (R)-tert-butyl 3-(9-((1s,4S)-4-carbamoylcyclohexyl)-8-(2,4,6-trifluorophenylamino)-9H-purin-2-ylamino)piperidine-1-carboxylate